N-(5'-(tert-butyl)-[1,1':3',1''-terphenyl]-2'-yl)-5,5,8,8-tetramethyl-5,6,7,8-tetrahydronaphthalen-2-amine C(C)(C)(C)C=1C=C(C(=C(C1)C1=CC=CC=C1)NC1=CC=2C(CCC(C2C=C1)(C)C)(C)C)C1=CC=CC=C1